dodecyl-(sulfophenoxy)benzene-sulfonic acid C(CCCCCCCCCCC)C=1C(=C(C=CC1)S(=O)(=O)O)OC1=C(C=CC=C1)S(=O)(=O)O